C(C)C1=C(C=CC(=C1)N1CCN(CC1)C)NC1=NC=C(C(=N1)NCCCN1C(N(CCCC1)C)=O)C#N 2-((2-ethyl-4-(4-methylpiperazin-1-yl)phenyl)amino)-4-((3-(3-methyl-2-oxo-1,3-diazepan-1-yl)propyl)amino)pyrimidine-5-carbonitrile